ClC=1C=C(C=C(C1)Cl)NC1=CC(=NC(=C1)NC1=CC=C2C=CNC2=C1)C#N 4-[(3,5-dichlorophenyl)amino]-6-[(1H-indol-6-yl)amino]pyridine-2-carbonitrile